C(C)OP1(OC(=C(CC1)[Se]C1=CC=CC=C1)C1=CSC=C1)=O 2-Ethoxy-5-(phenylselanyl)-6-(thiophen-3-yl)-3,4-dihydro-1,2-oxaphosphinine 2-oxide